2-(6-phenyldibenzothiophene-4-yl)-4-(9,9-dimethylfluorene-2-yl)-6-phenyl-1,3,5-triazine C1(=CC=CC=C1)C1=CC=CC=2C3=C(SC21)C(=CC=C3)C3=NC(=NC(=N3)C3=CC=2C(C1=CC=CC=C1C2C=C3)(C)C)C3=CC=CC=C3